BrC1=NN(N=C1Br)CCOC 4,5-dibromo-2-(2-methoxyethyl)-2H-1,2,3-triazole